OC1=C(C=CC(=C1)C(F)(F)F)C1=C2C(=C(N=N1)NC[C@@]13NC([C@@H](CC1)C3)=O)C=NC=C2 (1R,4S)-1-(((1-(2-hydroxy-4-(trifluoromethyl)phenyl)pyrido[3,4-d]pyridazin-4-yl)amino)methyl)-2-azabicyclo[2.2.1]heptan-3-one